9-(4-(1H-1,2,3-triazol-1-yl)benzyl)-2-(3-fluoro-2-isopropylphenyl)-7,9-dihydro-8H-purin-8-one N1(N=NC=C1)C1=CC=C(CN2C3=NC(=NC=C3NC2=O)C2=C(C(=CC=C2)F)C(C)C)C=C1